C1(CCCCC1)NCCC(=O)O N-cyclohexyl-beta-alanine